C(C1CO1)OCCC[Si](OC)(OC)C gamma-(2,3-epoxypropoxy)propyl-methyl-dimethoxysilane